[Cl-].ClC=[N+](C)C N-(chloromethylene)-N-methyl-methanaminium chloride